4-{4-chloro-1H-pyrrolo[3,2-c]pyridin-3-yl}-2-methyl-6-{[(1r,4r)-4-(tri-fluoromethyl)cyclohexyl]oxy}pyrimidine ClC1=NC=CC2=C1C(=CN2)C2=NC(=NC(=C2)OC2CCC(CC2)C(F)(F)F)C